(1R,9S)-1-azido-9-ethyl-5-fluoro-9-hydroxy-1-(2-hydroxyethyl)-4-methyl-1,2,3,9,12,15-hexahydro-10H,13H-benzo[de]pyrano[3',4':6,7]indolizino[1,2-b]quinoline-10,13-dione N(=[N+]=[N-])[C@]1(CCC=2C=3C1=C1C(=NC3C=C(C2C)F)C2=CC3=C(C(N2C1)=O)COC([C@]3(O)CC)=O)CCO